(S)-8-(2-methyl-6-((R)-2,2,2-trifluoro-1-(4'-isopropoxy-3-(3-methyl-1H-pyrazol-1-yl)-[1,1'-biphenyl]-4-yl)ethoxy)pyrimidin-4-yl)-2,8-diazaspiro[4.5]decane-3-carboxylic acid CC1=NC(=CC(=N1)N1CCC2(C[C@H](NC2)C(=O)O)CC1)O[C@@H](C(F)(F)F)C1=C(C=C(C=C1)C1=CC=C(C=C1)OC(C)C)N1N=C(C=C1)C